6-((1s,6s)-6-aminocyclohex-3-en-1-yl)-2-chloro-5-(difluoromethyl)-N-(furan-2-ylmethyl)-7-iodo-5H-pyrrolo[3,2-d]pyrimidin-4-amine N[C@H]1CC=CC[C@@H]1C1=C(C=2N=C(N=C(C2N1C(F)F)NCC=1OC=CC1)Cl)I